FC(S(=O)(=O)[O-])(F)F.[Cu+] Cuprous trifluoromethanesulfonate